FC(C(C(C(C(F)(F)F)(C(F)(F)F)F)OC(OC(C(C(F)(F)F)(F)F)C(C(F)(F)F)(C(F)(F)F)F)=O)(F)F)(F)F bis(1,1,1,2,2,4,5,5,5-nonafluoro-4-trifluoromethyl-3-pentyl)carbonate